CC[C@H](C)C1=C(N2C=C(N=C(C2=N1)CCC[NH+]=C(N)N)C3=CNC4=CC=CC=C43)O The molecule is conjugate acid of Cypridina luciferin; major species at pH 7.3. It is a conjugate acid of a Cypridina luciferin.